rac-Ethyl 2-(7-chloro-6-(4-(2-(4-(hydroxymethyl)piperidin-1-yl)ethoxy)phenyl)-4-methyl-2H-indazol-2-yl)-2-((R)-6-fluoro-6,7-dihydro-5H-pyrrolo[1,2-c]imidazol-1-yl)acetate ClC1=C(C=C(C2=CN(N=C12)[C@@H](C(=O)OCC)C1=C2N(C=N1)C[C@@H](C2)F)C)C2=CC=C(C=C2)OCCN2CCC(CC2)CO |&1:10|